1-[(1-ethyl-1H-pyrazol-4-yl)methyl]-3-{2-methyl-5-[(2R)-2-methylmorpholin-4-yl]-3-(trifluoromethyl)phenyl}-1,3-dihydro-2H-imidazol-2-one C(C)N1N=CC(=C1)CN1C(N(C=C1)C1=C(C(=CC(=C1)N1C[C@H](OCC1)C)C(F)(F)F)C)=O